1-(4-chloromethyl-phenyl)-1H-pyrazole ClCC1=CC=C(C=C1)N1N=CC=C1